ClC=1C=NC(=NC1)[C@H]([C@H](C)S(=O)(=O)NC1=NN=C(N1C1=C(C=CC=C1OC)OC)C1CC(C1)(C)F)OC (1R,2S)-1-(5-chloropyrimidin-2-yl)-N-(4-(2,6-dimethoxyphenyl)-5-((1r,3S)-3-fluoro-3-methylcyclobutyl)-4H-1,2,4-triazol-3-yl)-1-methoxypropane-2-sulfonamide